COCCOCCOCCOCC(=C)C1=CC=C(C=C1)C(COCCOCCOCCOC)=C 1,4-di(2,5,8,11-tetraoxatetradec-13-en-13-yl)benzene